7-Benzyl-3,4,5,6,7,8-hexahydro-1,7-naphthyridin-2(1H)-one C(C1=CC=CC=C1)N1CCC=2CCC(NC2C1)=O